C(C)(C)(CC)C=1C(=C(C=C(C1)C(C)(C)CC)N1N=C2C(=N1)C=CC=C2)O 2-(3',5'-di-tert-amyl-2'-hydroxy-phenyl)benzotriazole